FC(C1=NN(C=C1CN1C[C@H]([C@@H](CC1)O)C=1C(=C2COC(C2=CC1)=O)C)C1=NC=C(C#N)C(=C1)C)F 6-(3-(difluoromethyl)-4-(((3R,4R)-4-hydroxy-3-(4-methyl-1-oxo-1,3-dihydroisobenzofuran-5-yl)piperidin-1-yl)methyl)-1H-pyrazol-1-yl)-4-methylnicotinonitrile